Methyl 2-fluoro-5-(1-methylpyrazol-3-yl)-4-(trifluoromethyl)benzoate FC1=C(C(=O)OC)C=C(C(=C1)C(F)(F)F)C1=NN(C=C1)C